C(CCCCCC)OC1=CC(=C(C(=O)O)C=C1)C(F)(F)F 4-(heptyloxy)-2-(trifluoromethyl)benzoic acid